[SiH2](Br)Br silylene bromide